ClC1=C(C(=CC=C1Cl)O)[C@H]1C[C@@H]2N(C(CCN(C2)C(CO)=O)=O)C1 (8R,9aS)-8-(2,3-dichloro-6-hydroxyphenyl)-2-(2-hydroxyacetyl)-hexahydro-1H-pyrrolo[1,2-a][1,4]diazepin-5-one